methyl (((4-chlorophenyl)(1-(3-chlorophenyl) cyclopropyl) methoxy) carbonyl)-L-leucinate ClC1=CC=C(C=C1)C(OC(=O)N[C@@H](CC(C)C)C(=O)OC)C1(CC1)C1=CC(=CC=C1)Cl